6-Bromo-N-(2-(tert-butylamino)-1-(2-chloro-5-fluorophenyl)-2-oxoethyl)-5-fluoro-N-(4-methoxybenzyl)indole-4-carboxamide BrC=1C(=C(C=2C=CNC2C1)C(=O)N(CC1=CC=C(C=C1)OC)C(C(=O)NC(C)(C)C)C1=C(C=CC(=C1)F)Cl)F